C[Si](C=C[SiH2]C(N1CCN(CC1)C)N1CCN(CC1)C)(OC)C 1-dimethylmethoxysilyl-2-bis(4-methylpiperazin-1-yl)methylsilylethylene